(2S,4R)-1-(2-(3-acetyl-5-(2-methoxypyrimidin-5-yl)-1H-indol-1-yl)acetyl)-N-(2'-chloro-2-fluoro-[1,1'-biphenyl]-3-yl)-4-fluoropyrrolidine-2-carboxamide C(C)(=O)C1=CN(C2=CC=C(C=C12)C=1C=NC(=NC1)OC)CC(=O)N1[C@@H](C[C@H](C1)F)C(=O)NC=1C(=C(C=CC1)C1=C(C=CC=C1)Cl)F